3,5-dimethylthiotolylenediamine CSC=1C(=C(C)C=C(C1N)SC)N